COC(C1=C(C(=C(C(=C1Cl)Cl)O)O)C)=O.NC1=C(C(=NC=N1)C=1C(=C(C=C(C1)F)NC(C1=C(C=C(C=C1)C1CC1)F)=O)C)OCCN(C(C=C)=O)C N-(3-(6-amino-5-(2-(N-methylacrylamido)ethoxy)pyrimidin-4-yl)-5-fluoro-2-methylphenyl)-4-cyclopropyl-2-fluorobenzamide Methyl-5,6-dichloro-3,4-dihydroxy-2-methylbenzoate